2-(2,6-dimethyl-4-((2-oxo-3-(4-(trifluoromethyl)phenyl)hexahydrocyclopenta[d]imidazol-1(2H)-yl)methyl)phenoxy)-2-methylpropanoic acid ethyl ester C(C)OC(C(C)(C)OC1=C(C=C(C=C1C)CN1C(N(C2C1CCC2)C2=CC=C(C=C2)C(F)(F)F)=O)C)=O